COC(=O)C=1NC=C(C1C)S(=O)(=O)C 3-methyl-4-(methylsulfonyl)-1H-pyrrole-2-carboxylic acid methyl ester